9-((2S,5R)-4-propenoyl-2,5-dimethylpiperazin-1-yl)-6-(2-isopropyl-4-methylpyridin-3-yl)-4-(5-methyl-1H-indazol-4-yl)-3,6-dihydrofuro[2',3':4,5]pyrido[2,3-d]pyrimidin-7(2H)-one C(C=C)(=O)N1C[C@@H](N(C[C@H]1C)C=1C=2C(N(C(N1)=O)C=1C(=NC=CC1C)C(C)C)=NC(=C1C2OCC1)C1=C2C=NNC2=CC=C1C)C